FC(C=1C=CC=2N(N1)C(=CN2)C2=CC(=NC=N2)N2C[C@@H](O[C@@H](C2)C(F)(F)F)CO)F ((2R,6S)-4-(6-(6-(Difluoromethyl)imidazo[1,2-b]pyridazin-3-yl)pyrimidin-4-yl)-6-(trifluoromethyl)morpholin-2-yl)methanol